(E)-N-benzyl-1-phenyl-methylaniline C(C1=CC=CC=C1)N(C1(CC=CC=C1)C1=CC=CC=C1)C